NCCCCN1C=NC=C1 N-aminobutyl-imidazole